N-(6-(2-(propoxymethyl)pyrimidin-5-yl)benzo[d]thiazol-2-yl)cyclopropylamide C(CC)OCC1=NC=C(C=N1)C1=CC2=C(N=C(S2)[N-]C2CC2)C=C1